ClC=1C=C(C=CC1N1CCN(CC1)CCO)NC1=NC=CC(=N1)NC1=C(C=C(C=C1)C)CC#N 2-(2-(2-(3-chloro-4-(4-(2-hydroxyethyl)piperazin-1-yl)phenylamino)pyrimidin-4-ylamino)-5-methylphenyl)acetonitrile